FCCCN1CC(C1)NC1=CC=C(C=C1)[C@H]1N([C@@H](CC2=C1NC1=CC=CC=C21)C)S(=O)(=O)C 1-(3-fluoropropyl)-N-[4-[(1R,3R)-3-methyl-2-methylsulfonyl-1,3,4,9-tetrahydropyrido[3,4-b]indol-1-yl]phenyl]azetidin-3-amine